4-hydroxy-1-(perfluoro-[1,1'-biphenyl]-4-yl)-3-(2,2,2-trifluoroethan-1-one-1-yl)-[1]benzothieno[3,2-h]quinoline OC1=C(CN(C2=C3C(=CC=C12)C1=C(S3)C=CC=C1)C1=C(C(=C(C(=C1F)F)C1=C(C(=C(C(=C1F)F)F)F)F)F)F)C(C(F)(F)F)=O